C(C)(=O)O[C@@H](COC1=CC=C(C=C1)C(C)(C)C1=CC(=C(C(=C1)Cl)OC[C@@H](CCl)O)Cl)CO (R)-1-(4-(2-(3,5-dichloro-4-((S)-3-chloro-2-hydroxypropoxy)phenyl)propan-2-yl)phenoxy)-3-hydroxypropan-2-yl acetate